OCCN(C1=CC=C(C=C1)C1=CC=C(S1)C=O)C 5-(4-(2-hydroxyethyl-methylamino)phenyl)thiophene-2-carbaldehyde